[6-chloro-3-[3-(trifluoromethyl)phenoxy]pyridazin-4-yl]-5-[(2,4-dimethylphenyl)methyl]-5,6-dihydro-4H-1,2,4-oxadiazine ClC1=CC(=C(N=N1)OC1=CC(=CC=C1)C(F)(F)F)C1=NOCC(N1)CC1=C(C=C(C=C1)C)C